CC1=C(C=C(C=C1)NC(=O)[C@@H]1N([C@@H]2C[C@@H]2C1)C1=NC=CC=N1)C1=NN2C(C=N1)=CC=C2 (1R,3R,5R)-N-(4-methyl-3-(pyrrolo[2,1-f][1,2,4]triazin-2-yl)phenyl)-2-(pyrimidin-2-yl)-2-azabicyclo[3.1.0]hexane-3-carboxamide